(dimethylamino)ethyl-p-toluenesulfonic acid CN(C)CCCC1=CC=C(C=C1)S(=O)(=O)O